CC1=NOC(=C1NC(NC=1C=CC2=C(C3=C(O2)C=C(C=C3)S(=O)(=O)N[C@H](C(=O)O)C(C)C)C1)=O)C (S)-2-(8-(3-(3,5-dimethylisoxazol-4-yl)ureido)dibenzo[b,d]furan-3-sulfonamido)-3-methyl-butanoic acid